C(#N)C1=C(OC2=CC=C3N=CC(=NC3=C2)OCC2CCNCC2)C(=CC=C1NS(N(C)CC)(=O)=O)F 7-[2-cyano-3-[[ethyl(methyl)sulfamoyl]amino]-6-fluoro-phenoxy]-2-(4-piperidylmethoxy)quinoxaline